N1(CCOCC1)C1=C(C=C(C=O)C=C1)C(F)(F)F 4-morpholinyl-3-(trifluoromethyl)benzaldehyde